[N+](=O)([O-])NN1CCCC1 nitroaminopyrrolidine